2-(2-chlorophenyl)-N-[4-(3-ethyl-1H-1,2,4-triazol-1-yl)-3-sulfamoylphenyl]acetamide ClC1=C(C=CC=C1)CC(=O)NC1=CC(=C(C=C1)N1N=C(N=C1)CC)S(N)(=O)=O